C(CCCCCCC)NC=1C(NC(NC1)=O)=O n-octylaminouracil